C1=CC=CC=2SC3=CC=CC=C3N(C12)C1=CC=C(C=C1)C(=O)C1=CC=C(C=C1)N1C2=CC=CC=C2SC=2C=CC=CC12 bis[4-(10H-phenothiazin-10-yl)phenyl]methanone